(2-((4-isothiocyanatobutyl)sulfanyl)ethoxy)-1H-indole N(=C=S)CCCCSCCON1C=CC2=CC=CC=C12